(R)-4-((1-(3-(difluoromethyl)-2-fluorophenyl)ethyl)amino)-2-methoxy-8-methyl-6-morpholinopyrido[4,3-d]pyrimidin-7(6H)-one FC(C=1C(=C(C=CC1)[C@@H](C)NC=1C=2C(N=C(N1)OC)=C(C(N(C2)N2CCOCC2)=O)C)F)F